4-morpholinopropylphenyl ketone O1CCN(CC1)CCCC1=CC=C(C=C1)C(=O)C1=CC=C(C=C1)CCCN1CCOCC1